COC=1SC(=CN1)C=1C=C(C=CC1)N1C=NC=2C1=NC=C(C2)C(C)(C)O 2-(3-(3-(2-methoxythiazol-5-yl)phenyl)-3H-imidazo[4,5-b]pyridin-6-yl)propan-2-ol